Tert-butyl 7-(4-(4,4,5,5-tetramethyl-1,3,2-dioxaborolan-2-yl)phenyl)-2,7-diazaspiro[3.5]nonane-2-carboxylate CC1(OB(OC1(C)C)C1=CC=C(C=C1)N1CCC2(CN(C2)C(=O)OC(C)(C)C)CC1)C